O-trityloxyhexane-2-yl-methanol C(C1=CC=CC=C1)(C1=CC=CC=C1)(C1=CC=CC=C1)OCCCCC(C)OC